C(C)OC(=O)C1[C@@H](N(CC(C1=O)=C)[C@@H](C)C1=CC=CC=C1)C (2S)-2-methyl-5-methylene-4-oxo-1-[(1S)-1-phenylethyl]piperidine-3-carboxylic acid ethyl ester